4-[4-(3-{[dimethyl(oxo)-λ6-sulfanylidene]amino}phenyl)piperidin-1-yl]-1-methyl-2-oxo-1,2-dihydroquinoline-3-carbonitrile CS(=O)(C)=NC=1C=C(C=CC1)C1CCN(CC1)C1=C(C(N(C2=CC=CC=C12)C)=O)C#N